2-(2-chlorophenyl)-N-(2-cyclopropyl-7-sulfamoyl-1H-benzo[d]imidazol-5-yl)acetamide ClC1=C(C=CC=C1)CC(=O)NC1=CC2=C(NC(=N2)C2CC2)C(=C1)S(N)(=O)=O